C1[C@@H]([C@H](O[C@H]1N2C=NC3=C(N=CN=C32)NCC4=CC=CC=C4)CO)O N6-benzyl-2'-deoxyadenosine